chloro-7',8'-dihydro-6'H-spiro[[1,3]dioxolane-2,5'-quinoline]-8'-ol ClC1=NC=2C(CCC3(C2C=C1)OCCO3)O